N-(5-(benzo[d][1,3]dioxol-5-yl)-1-isobutyl-1H-pyrazolo[3,4-b]pyridin-3-yl)thiazole-5-carboxamide O1COC2=C1C=CC(=C2)C=2C=C1C(=NC2)N(N=C1NC(=O)C1=CN=CS1)CC(C)C